(S)-1-(6-chloro-5-fluoropyridin-3-yl)-2,2,2-trifluoroethan-1-amine ClC1=C(C=C(C=N1)[C@@H](C(F)(F)F)N)F